[C@@H]1([C@H](O)[C@@H](O)[C@H](O)[C@H](O1)CO)OC(COC=1C(=C(C(=O)C2=CC=CC=C2)C=CC1)O)C 2-β-glucopyranosyloxylpropoxy-2-hydroxybenzophenone